tert-Butyl N-[(1R)-5-bromo-1,2,3,4-tetrahydronaphthalen-1-yl]carbamate BrC1=C2CCC[C@H](C2=CC=C1)NC(OC(C)(C)C)=O